C12(CCCC(CC1)C2)B2OC(C(O2)(C)C)(C)C 2-(bicyclo[3.2.1]octan-1-yl)-4,4,5,5-tetramethyl-1,3,2-dioxaborolane